COC1=C(OCC(=O)O)C=CC(=C1)\C=C\C(C1=CC=C(C=C1)NC(NC(C)C)=O)=O 2-[2-Methoxy-4-[(E)-3-oxo-3-[4-(propan-2-ylcarbamoylamino)phenyl]prop-1-enyl]phenoxy]acetic acid